imidazolyl-fluorine N1C(=NC=C1)F